NC=1C=NC=C(C1C=C)N 3,5-diamino-4-ethenylpyridine